4-(4-(6-(((1R,2R,3S,5S)-2-fluoro-8-azabicyclo[3.2.1]octan-3-yl)(methyl)amino)pyridazin-3-yl)-3-hydroxyphenyl)-1-methyl-1,3,5-triazin-2(1H)-one F[C@@H]1[C@H]2CC[C@@H](C[C@@H]1N(C1=CC=C(N=N1)C1=C(C=C(C=C1)C1=NC(N(C=N1)C)=O)O)C)N2